Tert-butyl 1'-methyl-1',2',3,3',6,6'-hexahydro-(4,4'-bipyridine)-1(2H)-carboxylate CN1CCC(=CC1)C=1CCN(CC1)C(=O)OC(C)(C)C